N-[1-(2,2-dimethyl-1,3-dioxan-5-yl)cyclopropyl]-N-methyl-carbamic acid benzyl ester C(C1=CC=CC=C1)OC(N(C)C1(CC1)C1COC(OC1)(C)C)=O